ClC=1C=C2C(=CN(C2=CC1)CC1COC1)C1CCN(CC1)C(=O)OC(C)(C)C tert-Butyl 4-[5-chloro-1-(oxetan-3-ylmethyl)indol-3-yl]piperidine-1-carboxylate